[Cl-].C(C)OC(=O)CCCC[S+](CCCCCCCCCCCCCC)CCCC S-(4-ethoxycarbonylbutyl)-butyl-tetradecylsulfonium chloride salt